COC1=CC=C(CN(S(=O)(=O)C)C2CN(CC2)C(=O)[O-])C=C1 3-(N-(4-methoxybenzyl)methylsulfonamido)pyrrolidine-1-carboxylate